2-(4-(((9H-fluoren-9-yl)methoxy)carbonyl)piperazin-1-yl)acetic acid C1=CC=CC=2C3=CC=CC=C3C(C12)COC(=O)N1CCN(CC1)CC(=O)O